COC1=CC(=C(C=C1)N1CCNCC1)[N+](=O)[O-] N-(4-methoxy-2-nitrophenyl)piperazine